((6-(difluoromethoxy)-2-(3'-(6-(difluoromethoxy)-5-((3-methylpyrrolidin-1-yl)methyl)benzo[d]oxazol-2-yl)-2,2'-dimethyl-[1,1'-biphenyl]-3-yl)benzo[d]oxazol-5-yl)methyl)-L-proline FC(OC1=CC2=C(N=C(O2)C=2C(=C(C=CC2)C2=C(C(=CC=C2)C=2OC3=C(N2)C=C(C(=C3)OC(F)F)CN3CC(CC3)C)C)C)C=C1CN1[C@@H](CCC1)C(=O)O)F